mercurous chloride [Hg]Cl